3-((4-((2,2-difluoroethyl)thio)-6-fluoro-1H-indol-5-yl)oxy)benzimidamide FC(CSC1=C2C=CNC2=CC(=C1OC=1C=C(C(N)=N)C=CC1)F)F